C(C1=CC=CC=C1)N1CC(CCC1)C1=CC=NC=2N1N=CC2C2=CC=CC=C2 7-(1-Benzylpiperidin-3-yl)-3-phenylpyrazolo[1,5-a]pyrimidine